C1(=CC=CC=C1)C1(CCCCC1)C#N phenylcyclohexanecarbonitrile